C1(CCC1)CN1C=CC=2C1=NC=C(C2)C=2SC=C(N2)NC(=O)N[C@@H]2CNCCC2 (S)-1-(2-(1-(cyclobutylmethyl)-1H-pyrrolo[2,3-b]pyridin-5-yl)thiazol-4-yl)-3-(piperidin-3-yl)urea